(R)-1-(3-(2-(4-(2-(trifluoromethyl)benzoyl)-1H-pyrrol-2-yl)-1H-benzo[d]imidazol-6-yl)pyrrolidin-1-yl)ethanone FC(C1=C(C(=O)C=2C=C(NC2)C2=NC3=C(N2)C=C(C=C3)[C@@H]3CN(CC3)C(C)=O)C=CC=C1)(F)F